5-Methoxy-2-methyl-benzo[b]thiophene COC1=CC2=C(SC(=C2)C)C=C1